N1C(=NC=C1)C1=CC=C(COC=2C=C(N=NC2)NOC)C=C1 N-(5-((4-(1H-imidazol-2-yl)benzyl)oxy)pyridazin-3-yl)-O-methylhydroxylamine